C(C)(C)(C)OC(=O)N(C(OC(C)(C)C)=O)C1=NC(=NC(=C1)Cl)SC Tert-butyl N-tert-butoxycarbonyl-N-(6-chloro-2-methylsulfanyl-pyrimidin-4-yl)carbamate